9-(2-nitrophenyl)carbazole Potassium carbonate C([O-])([O-])=O.[K+].[N+](=O)([O-])C1=C(C=CC=C1)N1C2=CC=CC=C2C=2C=CC=CC12.[K+]